BrC1=NN(C2=C(C=CC(=C12)OC)C(=O)O)COCC[Si](C)(C)C bromo-4-methoxy-1-{[2-(trimethylsilyl)ethoxy]methyl}-1H-indazole-7-carboxylic acid